(S)-4-((1-(4-(cyclohexyloxy)-3-fluorophenyl)ethyl)amino)-2-ethyl-2,3-dihydro-1H-pyrrolo[3,4-c]pyridin-1-one C1(CCCCC1)OC1=C(C=C(C=C1)[C@H](C)NC1=NC=CC2=C1CN(C2=O)CC)F